N-(thiophen-2-ylmethyl)-1H-pyrazol-5-amine S1C(=CC=C1)CNC1=CC=NN1